C(C)(C)N1C[C@@H](N2C3=C(N=C(N=C13)NCC=1C=NN(C1)CC=1C=NC(=CC1)C(F)(F)F)C=C2)C (S)-4-isopropyl-6-methyl-N-((1-((6-(trifluoromethyl)pyridin-3-yl)methyl)-1H-pyrazol-4-yl)methyl)-5,6-dihydro-4H-pyrrolo[3,2,1-de]pteridin-2-amine